FC=1C=C2C=C(NC2=C(C1)NC1CCN(CC1)CC)C1=CC=CC=C1 2-(4-((5-fluoro-2-phenyl-1H-indol-7-yl)amino)piperidin-1-yl)ethane